C1CSC2=CC=CNC21 TETRAHYDROTHIENOPYRIDINE